3,7-dichloro-azaanthracene ClC=1C=NC2=CC3=CC(=CC=C3C=C2C1)Cl